ClC=1C(=C(N)C=CC1OC1(COC1)C)F 3-chloro-2-fluoro-4-(3-methyloxetan-3-yl)oxy-aniline